C(C)(C)(C)C=1C=C(C2=C(CCO2)C1)S(=O)(=O)N 5-(tert-Butyl)-2,3-dihydrobenzofuran-7-sulfonamide